N1(CCC1)C1=NC(C2=CC=CC=C12)=O azetidin-1-yl-1-oxoisoindol